CC=1C(=C(C=CC1N)C1=CC=CC(=C1)N)C dimethyl-4,5'-diaminobiphenyl